N-{1-[5-(3,6-dihydro-2H-pyran-4-yl)thiophen-2-yl]ethyl}-6,7-dimethoxy-2-methylquinazolin-4-amine O1CCC(=CC1)C1=CC=C(S1)C(C)NC1=NC(=NC2=CC(=C(C=C12)OC)OC)C